COC1=CC=C(C=C1)SNC(C(C)(C)C)=O N-(p-methoxyphenylthio)pivalamide